3-(3-(methylsulfonyl)phenyl)propionic Acid CS(=O)(=O)C=1C=C(C=CC1)CCC(=O)O